FC1=CC(=C(OC=2C(N(C=CC2C=2C3=C(C(N(C2)C)=O)NC=C3)C)=O)C(=C1)C([2H])([2H])[2H])C([2H])([2H])[2H] 4-(3-(4-fluoro-2,6-bis(methyl-d3)phenoxy)-1-methyl-2-oxo-1,2-dihydropyridin-4-yl)-6-methyl-1,6-dihydro-7H-pyrrolo[2,3-c]pyridin-7-one